2-[[1-(3-chloro-5-methyl-pyrazol-1-yl)cyclopropanecarbonyl]amino]-4-[[3-fluoro-2-methoxy-propyl]-[4-(5,6,7,8-tetrahydro-1,8-naphthyridin-2-yl)butyl]amino]butanoic acid ClC1=NN(C(=C1)C)C1(CC1)C(=O)NC(C(=O)O)CCN(CCCCC1=NC=2NCCCC2C=C1)CC(CF)OC